BrC=1C(=CC2=C(OCCC3=C2SC=C3)C1)C(=O)NC1=C(C=C(CNC(OC(C)(C)C)=O)C=C1)C tertbutyl (4-(8-bromo-4,5-dihydrobenzo[b]thieno[2,3-d]oxepine-9-carboxamido)-3-methylbenzyl)carbamate